tert-butyl (tert-butoxycarbonyl)(8-(1,2-dihydroxyethyl)-6-fluoroisoquinolin-3-yl)carbamate C(C)(C)(C)OC(=O)N(C(OC(C)(C)C)=O)C=1N=CC2=C(C=C(C=C2C1)F)C(CO)O